C1=2N3C(CCC3C(NCCCCCCC(=CC=C1)C2)=O)=O 2,8-diazatricyclo[13.3.1.02,6]nonadeca-1(19),15,17-triene-3,7-dione